C1OC=2C=C(C=CC2O1)C1N(C2=C(N1CC1=CC=C(C=C1)C(NO)=O)C=CC=C2)C(=O)N (3,4-methylenedioxyphenyl)-1-(4-(hydroxycarbamoyl)benzyl)-1H-benzimidazole-3-carboxamide